L-tyrosine ethyl ester C(C)OC([C@@H](N)CC1=CC=C(C=C1)O)=O